(4-{2-[(1E)-2-(benzo[d][1,3]dioxolan-5-yl)vinyl]-4-[(5-methyl-1H-pyrazol-3-yl)amino]quinazolin-7-yl}piperazin-1-yl)ethan-1-one O1COC2=C1C=CC(=C2)/C=C/C2=NC1=CC(=CC=C1C(=N2)NC2=NNC(=C2)C)N2CCN(CC2)C(C)=O